(2,6-Dioxopiperidin-3-yl)-5-(2-(4-(4-(1-isopropyl-6-((2-(4-methoxypiperidin-1-yl)pyrimidin-4-yl)amino)-1H-imidazo[4,5-c]pyridin-2-yl)benzyl)piperazin-1-yl)ethoxy)isoindoline-1,3-dione O=C1NC(CCC1N1C(C2=CC=C(C=C2C1=O)OCCN1CCN(CC1)CC1=CC=C(C=C1)C=1N(C2=C(C=NC(=C2)NC2=NC(=NC=C2)N2CCC(CC2)OC)N1)C(C)C)=O)=O